Cl.FC(C=1C=CC=C(C(=O)O)C1)(F)F 5-(trifluoromethyl)benzoic acid hydrochloride